NCCCNCC1=CC=CC=C1 N-(3-aminopropyl)benzylamine